N-(4-fluorophenyl)-N'-[2-methyl-4-({6-(methyloxy)-7-[(3-morpholin-4-ylpropyl)oxy]quinolin-4-yl}oxy)phenyl]cyclopropane-1,1-dicarboxamide FC1=CC=C(C=C1)NC(=O)C1(CC1)C(=O)NC1=C(C=C(C=C1)OC1=CC=NC2=CC(=C(C=C12)OC)OCCCN1CCOCC1)C